3-methylpyrido[4,3-d][1,2,4]triazolo[4,3-b]pyridazine CC1=NN=C2N1N=CC1=C2C=CN=C1